methyl 5-chloro-2-(5-methyl-1,1-dioxidoisothiazolidin-2-yl)isonicotinate ClC1=CN=C(C=C1C(=O)OC)N1S(C(CC1)C)(=O)=O